ClC1=CC=C(C=C1)C1=NNCC1 3-(4-chlorophenyl)-4,5-dihydro-1H-pyrazole